FC(OC1=CC(=C(N)C=C1F)F)F 4-(difluoromethoxy)-2,5-difluoro-aniline